cyclohexyl carbamate (cyclohexylcarbamate) C1(CCCCC1)NC(O)=O.C(N)(OC1CCCCC1)=O